N-[8-(furan-2-yl)-2-methylimidazo[1,2-a]pyrazin-6-yl]ethanesulfonamide O1C(=CC=C1)C=1C=2N(C=C(N1)NS(=O)(=O)CC)C=C(N2)C